C(C)(C)(C)OC(=O)N1CCC(CC1)OC=1C=NC=C(C1)C(F)(F)F 4-((5-(trifluoromethyl)pyridin-3-yl)oxy)piperidine-1-carboxylic acid tert-butyl ester